(s)-(-)-4-amino-2-hydroxybutyric acid C(CN)[C@@H](C(=O)O)O